CN1C(=NN=C1)CC1(CC(C1)C#N)C1=CC(=CC=C1)N1C(C2=CC(=CC(=C2C1)C(F)(F)F)CNC1(CCC1)C)=O (1s,3s)-3-((4-methyl-4H-1,2,4-triazol-3-yl)methyl)-3-(3-(6-(((1-methylcyclobutyl)amino)methyl)-1-oxo-4-(trifluoromethyl)isoindolin-2-yl)phenyl)cyclobutanecarbonitrile